NC=1N=C(C2=C(N1)CN(C2=O)[C@@H]2[C@@H](CCCCC2)O)OC 2-amino-6-((1S,2R)-2-hydroxycycloheptyl)-4-methoxy-6,7-dihydro-5H-pyrrolo[3,4-d]pyrimidin-5-one